ClC1=CC=C(C(=N1)C(=O)NS(=O)(=O)C)N[C@H](C)C=1C=C(C=C2C(N(C(=NC12)C=1C=C2C=NN(C2=CC1)CC(F)(F)F)C)=O)C (R)-6-chloro-3-((1-(3,6-dimethyl-4-oxo-2-(1-(2,2,2-trifluoroethyl)-1H-indazol-5-yl)-3,4-dihydroquinazolin-8-yl)ethyl)amino)-N-(methylsulfonyl)picolinamide